NC1=C2N=CN(C2=NC(=N1)F)[C@H]1C[C@@H]([C@@](O1)(C#C)COP(=O)(OC1=CC=CC=C1)N[C@@H](C)C(=O)OCCCCCCCCCCCCCCCCCC)O Octadecyl ((((2R,3S,5R)-5-(6-amino-2-fluoro-9H-purin-9-yl)-2-ethynyl hydroxytetrahydrofuran-2-yl)methoxy)(phenoxy)phosphoryl)-L-alaninate